OC1=CC=C(C=C1)C1(C=CCCC1)C1=CC=C(C=C1)O 1,1-Bis(4'-hydroxyphenyl)cyclohexaneN